dicyclohexyl[2',4',6'-tris(propane-2-yl)-[1,1'-biphenyl]-2-yl]phosphan C1(CCCCC1)P(C1=C(C=CC=C1)C1=C(C=C(C=C1C(C)C)C(C)C)C(C)C)C1CCCCC1